(R)-5-(3-(cyclopropylamino)pyrrolidin-1-yl)-N-(8-methoxy-2-methylimidazo[1,2-a]pyridin-6-yl)pyrazine-2-carboxamide C1(CC1)N[C@H]1CN(CC1)C=1N=CC(=NC1)C(=O)NC=1C=C(C=2N(C1)C=C(N2)C)OC